Cl.ClC1=C(C(=O)NC=2C(=NNC2)C(=O)NC2CCNCC2)C(=CC=C1)Cl 4-(2,6-dichlorobenzoylamino)-N-(piperidin-4-yl)-1H-pyrazole-3-carboxamide hydrochloride